N1=CC(=CC=C1)OC1CN(CC1)CC(=O)N 2-(3-(pyridin-3-yloxy)pyrrolidin-1-yl)acetamide